acetylformic acid C(C)(=O)C(=O)O